4-Amino-8-(5-fluoro-3-pyridyl)-2-oxo-N-propyl-1H-quinoline-3-carboxamide NC1=C(C(NC2=C(C=CC=C12)C=1C=NC=C(C1)F)=O)C(=O)NCCC